P(=O)(OCCOC(C=C)=O)(OCCOC(C=C)=O)OCCOC(C=C)=O tri[2-(acryloyloxy) ethyl] phosphate